C1(CCCCC1)CC/1=CC(O\C1=C/[Si](C(C)C)(C(C)C)C(C)C)=O (Z)-4-(cyclohexylmethyl)-5-((triisopropylsilyl)methylene)furan-2(5H)-one